N1N=CC2=C(C=CC=C12)C1CN(C1)[C@H]1[C@H](CCCC1)OC=1C=C2CN(C(C2=CC1)=O)C1C(NC(CC1)=O)=O 3-(5-(((1S,2R)-2-(3-(1H-indazol-4-yl)azetidin-1-yl)-cyclohexyl)oxy)-1-oxoisoindolin-2-yl)piperidine-2,6-dione